C12CN(CC(CC1)O2)C2=C(C=C(C=C2)N2C(OC(C2)CO)=O)F 3-(4-(8-oxa-3-aza-bicyclo[3.2.1]oct-3-yl)-3-fluorophenyl)-5-(hydroxymethyl)oxazolidin-2-one